4-(3-methoxypyridin-2-yl)benzoic acid COC=1C(=NC=CC1)C1=CC=C(C(=O)O)C=C1